1-amino-3-methoxy-N-methyl-4-oxo-1,4-dihydropyridine-2-carboxamide NN1C(=C(C(C=C1)=O)OC)C(=O)NC